5,6-dihydroindolo(2,1-a)isoquinoline C1=CC=CC=2CCN3C(C12)=CC=1C=CC=CC13